1,3,4-thiadiazole-2,5-diamine S1C(=NN=C1N)N